C(C1=CC=CC=C1)(C1=CC=CC=C1)NC(=O)[C@H]1N([C@H](CC1)C=1OC(=CC1)C)C([C@H](C(C)C)NC([C@H](C)NC(OC(C)(C)C)=O)=O)=O tert-butyl (S)-1-((S)-1-((2S,5R)-2-(benzhydrylcarbamoyl)-5-(5-methylfuran-2-yl)pyrrolidin-1-yl)-3-methyl-1-oxobutan-2-ylamino)-1-oxopropan-2-ylcarbamate